C(C1=CC=CC=C1)OC=1C=C(C=NC1)CNC(OCCCC)=O butyl N-[(5-benzyloxy-3-pyridyl)methyl]carbamate